4-(6-((4-(difluoromethoxy)pyridin-2-yl)amino)-2-(1-methyl-1H-pyrazol-4-yl)pyrimidin-4-yl)tetrahydro-2H-thiopyran FC(OC1=CC(=NC=C1)NC1=CC(=NC(=N1)C=1C=NN(C1)C)C1CCSCC1)F